1-[2-(difluoromethoxy)pyridin-4-yl]methanamine FC(OC1=NC=CC(=C1)CN)F